N-(1-(2-cyanopropan-2-yl)-3-(oxetan-3-yloxy)-1H-pyrazol-4-yl)carboxamide C(#N)C(C)(C)N1N=C(C(=C1)NC=O)OC1COC1